tert-butyl (2R,5S)-5-(6-chloroquinazoline-2-amido)-2-{5-[2-(trifluoromethoxy)ethoxy]-1,3,4-oxadiazol-2-yl}piperidine-1-carboxylate ClC=1C=C2C=NC(=NC2=CC1)C(=O)N[C@H]1CC[C@@H](N(C1)C(=O)OC(C)(C)C)C=1OC(=NN1)OCCOC(F)(F)F